O=C(CCC(C)C)[C@@H](C)[C@H]1CC[C@H]2[C@@H]3CC=C4C[C@H](CC[C@]4(C)[C@H]3CC[C@]12C)O 22-oxo-cholest-5-en-3beta-ol